tert-butyl (S,E)-2-((3-(7-amino-2-((methoxycarbonyl)amino)-7-oxohept-5-enamido)-2-oxopyridin-1(2H)-yl)methyl)-4-isobutyl-1H-indole-1-carboxylate NC(/C=C/CC[C@@H](C(=O)NC=1C(N(C=CC1)CC=1N(C2=CC=CC(=C2C1)CC(C)C)C(=O)OC(C)(C)C)=O)NC(=O)OC)=O